methylthiothiocarboxylate CC(=S)[S-]